CN(C1CC(NCC1)C1=CC=CC=C1)C N,N-dimethyl-2-phenyl-Piperidin-4-amine